2-(3-chloro-7H-pyrrolo[2,3-c]pyridazin-6-yl)ethanamine ClC1=CC2=C(N=N1)NC(=C2)CCN